methyl carbonylpropionate C(=O)=C(C(=O)OC)C